CC12CCCCC2(NC2=CC=C(C=C12)C1=CC=CC=C1)C 4a,9a-dimethyl-6-phenyl-2,3,4,4a,9,9a-hexahydro-1H-carbazole